CC1=CC(=NN1CC1=CC(=CC=C1)N1CCOCC1)C(=O)NC1=CC=C(C=C1)OC(F)(F)F 5-methyl-1-(3-morpholinylbenzyl)-N-(4-(trifluoromethoxy)phenyl)-1H-pyrazole-3-carboxamide